C1(=CC=CC=C1)C(N1CCC(CC1)(O)CN1C=NC2=C(C1=O)C=NN2C2=CC=C(C=C2)F)C2=CC=CC=C2 5-((1-Diphenylmethyl-4-hydroxypiperidin-4-yl)methyl)-1-(4-fluorophenyl)-1,5-dihydro-4H-pyrazolo[3,4-d]pyrimidin-4-one